FC1=CC=C(C(=O)[O-])C=C1 4-fluoro-benzoate